C1(CC1)C=1N=NN(C1)[C@H](C(=O)N1[C@@H](C[C@H](C1)O)C(=O)NCCC=1N(N=C(N1)C(C)C)C)C(C)(C)C (2S,4r)-1-[(2S)-2-(4-cyclopropyl-triazol-1-yl)-3,3-dimethyl-butyryl]-4-hydroxy-N-[2-(5-isopropyl-2-methyl-1,2,4-triazol-3-yl)ethyl]pyrrolidine-2-carboxamide